C1(CCC1)C=1C(=C(C(=O)O)C=C(C1)I)CC cyclobutyl-2-ethyl-5-iodobenzoic acid